N-ethylaminosulfonyl chloride C(C)NS(=O)(=O)Cl